3-(3-(2-Chloro-4-(trifluoromethyl)phenoxy)phenyl)propionitrile ClC1=C(OC=2C=C(C=CC2)CCC#N)C=CC(=C1)C(F)(F)F